CC=1CC(C(C(C1)C)C)C=O 3,5,6-trimethyl-3-cyclohexene-1-carbaldehyde